2-((3-bromo-2-chloro-5-(difluoromethoxy)phenyl)amino)-4-(cyclopropyl(4-methoxybenzyl)amino)pyrazolo[1,5-a][1,3,5]triazine-8-carbonitrile BrC=1C(=C(C=C(C1)OC(F)F)NC1=NC=2N(C(=N1)N(CC1=CC=C(C=C1)OC)C1CC1)N=CC2C#N)Cl